ammonioisobutanol hydrogen sulfate S(=O)(=O)(O)OC(C(C)C)[NH3+]